Methyl (S,E)-((4-(methoxyimino)-1-(2'-methyl-[1,1'-biphenyl]-4-carbonyl)pyrrolidin-2-yl)methyl)carbamate CO\N=C\1/C[C@H](N(C1)C(=O)C1=CC=C(C=C1)C1=C(C=CC=C1)C)CNC(OC)=O